O=C1NC(CCC1N1C(C2=CC=CC(=C2C1)/N=N/C1=CC(=C(OCC(=O)NCCCNC(OC(C)(C)C)=O)C(=C1)OC)OC)=O)=O tert-butyl (E)-(3-(2-(4-((2-(2,6-dioxopiperidin-3-yl)-1-oxoisoindolin-4-yl)diazenyl)-2,6-dimethoxyphenoxy)acetamido)propyl)carbamate